COC=1C=C(C=CC1CC1=NSC(=C1)C)C=1C=C(N2N=CN=C(C21)N)C2=NN(C=C2)C 5-(3-methoxy-4-((5-methylisothiazol-3-yl)methyl)phenyl)-7-(1-methyl-1H-pyrazol-3-yl)pyrrolo[2,1-F][1,2,4]triazin-4-amine